C1(CC1)C=1N=CC2=CC3=C(C(=C2C1)S(NCC(C)C)(=O)=O)CCC3NC(=O)NCC 1-[3-cyclopropyl-5-(2-methylpropylsulfamoyl)-7,8-dihydro-6H-cyclopenta[g]isoquinolin-8-yl]-3-ethylurea